C(C)N(C(=O)C1=CC(=NN1C1=NC=CC=C1Cl)Br)C1=C(C(=O)O)C=C(C=C1Cl)Cl 2-(N-ethyl-3-bromo-1-(3-chloropyridin-2-yl)-1H-pyrazole-5-carboxamido)-3,5-dichlorobenzoic acid